2-(10H-phenothiazin-10-yl)ethylamine hydroiodide I.C1=CC=CC=2SC3=CC=CC=C3N(C12)CCN